C(CCCCC)[Sn](OC(C)(C)C)(OC(C)(C)C)OC(C)(C)C n-hexyl-tris(t-butoxy)tin